C1(CC1)C=1C=C(C(N(C1)[C@@H]1COCCC1)=O)NC(N(C)C1CCN(CC1)C=1C=C2C(=NC1)NN=C2OC)=O (S)-3-(5-cyclopropyl-2-oxo-1-(tetrahydro-2H-pyran-3-yl)-1,2-dihydropyridin-3-yl)-1-(1-(3-methoxy-1H-pyrazolo[3,4-b]pyridin-5-yl)piperidin-4-yl)-1-methylurea